C(C)OC(=O)CN(CC(=O)OCC)CC(=O)OCC tris[ethoxycarbonylmethyl]amine